methyl 2-((5-acrylamido-4-((2-(dimethylamino)ethyl)(methyl)amino)-2-methoxyphenyl)amino)-4-((2-(1-methyl-1H-pyrazol-3-yl)phenyl)amino)pyrimidin-5-carboxylate C(C=C)(=O)NC=1C(=CC(=C(C1)NC1=NC=C(C(=N1)NC1=C(C=CC=C1)C1=NN(C=C1)C)C(=O)OC)OC)N(C)CCN(C)C